(S)-3-fluoro-5-((1-(trityl)eicosan-2-yl)oxy)benzonitrile FC=1C=C(C#N)C=C(C1)O[C@H](CC(C1=CC=CC=C1)(C1=CC=CC=C1)C1=CC=CC=C1)CCCCCCCCCCCCCCCCCC